(4-chloro-3-(difluoromethoxy) benzyl) ((((ethoxycarbonyl) amino) methylsulfonyl) amino)-1H-pyrrole-2-carboxylate C(C)OC(=O)NCS(=O)(=O)NN1C(=CC=C1)C(=O)OCC1=CC(=C(C=C1)Cl)OC(F)F